(R)-5-((6-isobutyl-6-azaspiro[2.5]oct-4-yl)oxy)isobenzofuran-1(3H)-one C(C(C)C)N1C[C@@H](C2(CC2)CC1)OC=1C=C2COC(C2=CC1)=O